N,N-bis(2-aminoethyl)ethylenediamine NCCN(CCN)CCN